8-[1-[[6-chloro-2-(1-hydroxy-3H-2,1-benzoxaborol-6-yl)-3-pyridyl]amino]ethyl]-3,6-dimethyl-2-(1-piperidyl)chromen-4-one ClC1=CC=C(C(=N1)C1=CC2=C(COB2O)C=C1)NC(C)C=1C=C(C=C2C(C(=C(OC12)N1CCCCC1)C)=O)C